7-(4-((2-allyl-1-(6-(2-hydroxypropan-2-yl)pyridin-2-yl)-3-oxo-2,3-dihydro-1H-pyrazolo[3,4-d]pyrimidin-6-yl)amino)phenoxy)-N-hydroxyheptylamide C(C=C)N1N(C2=NC(=NC=C2C1=O)NC1=CC=C(OC(CCCCCC[NH-])O)C=C1)C1=NC(=CC=C1)C(C)(C)O